C=1(C(=CC=CC1)C)C.[Br] bromine o-xylene